ethyl-(N',N'-dimethylamino)propyl-carbodiimide hydrochloride Cl.C(C)N=C=NCCCN(C)C